tetra-acetyl-ethylene-diamine C(C)(=O)N(CCN(C(C)=O)C(C)=O)C(C)=O